4,8-bis(5-(dodecylthio)thienyl)benzo[1,2-B:4,5-B']dithiophene C(CCCCCCCCCCC)SC1=CC=C(S1)C1=C2C(SC=C2)=C(C2=C1SC=C2)C=2SC(=CC2)SCCCCCCCCCCCC